CN([C@H]1CN(CC1)CC1=C(C=C(C=C1)NC(C1=CC(=C(C=C1)C)C#CC=1C=NC=2N(C1)N=CC2)=O)C(F)(F)F)C (R)-N-(4-((3-(dimethylamino)pyrrolidin-1-yl)methyl)-3-(trifluoromethyl)phenyl)-4-methyl-3-(2-(pyrazolo[1,5-a]pyrimidin-6-yl)ethynyl)benzamide